methyl 2-(4-(N,N-bis(4-methoxybenzyl) sulfamoyl)-3,5-dimethyl-1H-pyrazol-1-yl)-2-methylpropionate COC1=CC=C(CN(S(=O)(=O)C=2C(=NN(C2C)C(C(=O)OC)(C)C)C)CC2=CC=C(C=C2)OC)C=C1